COC(=O)C1=CC=C2C(=N1)N(C(N2C2=CC=C(C=C2)C2=CC=CC=C2)=O)[C@@H]2CN(CC2)CC=2N(C=CN2)C (S)-1-([1,1'-biphenyl]-4-yl)-3-(1-((1-methyl-1H-imidazol-2-yl)methyl)pyrrolidin-3-yl)-2-oxo-2,3-dihydro-1H-imidazo[4,5-b]pyridine-5-carboxylic acid methyl ester